OC(C)OC=1NC2=C(N1)C=CC=C2 2-(1-hydroxyethoxy)benzimidazole